FC=1C=C(C=CC1C(F)(F)F)N1C=NN(C1=O)CC1=CC(=C(OC(C(=O)O)(C)C)C(=C1)C)C 2-(4-((4-(3-Fluoro-4-(trifluorometh-yl)phenyl)-5-oxo-4,5-dihydro-1H-1,2,4-triazol-1-yl)methyl)-2,6-dimeth-ylphenoxy)-2-methylpropionic acid